2-((1-(3-(sec-butyl)-2-oxo-2,3,4,5-tetrahydro-1H-benzo[1,4]diazepine-4-carbonyl)azetidin-3-yl)oxy)-N-methylacetamide C(C)(CC)C1C(NC2=C(CN1C(=O)N1CC(C1)OCC(=O)NC)C=CC=C2)=O